(E)-5-Nitropyridineformaldehyde oxime [N+](=O)([O-])C=1C=CC(=NC1)/C=N/O